C1(CCCCC1)N1/C(/S\C(\C1=O)=C\1/C(NC2=CC=C(C=C12)C)=O)=N/C1=CC=C(C=C1)S(=O)(=O)N 4-(((Z)-3-cyclohexyl-5-((Z)-5-methyl-2-oxoindoline-3-ylidene)-4-oxothiazolidin-2-ylidene)amino)benzenesulphonamide